2,5-bis(2-octyldodecyl)-3,6-bis(thiophen-2-yl)diketopyrrolo[3,4-c]pyrrole C(CCCCCCC)C(CN1C(C2=C(N(C(C2=C1C=1SC=CC1)=O)CC(CCCCCCCCCC)CCCCCCCC)C=1SC=CC1)=O)CCCCCCCCCC